FC(CCC)C1=CC=CC1 1-fluorobutylcyclopentadiene